C1(CC1)C1=CN=C(CN1O)NC1=C(C(=CC=C1)C=1CCOCC1)OCC(F)(F)F 6-Cyclopropyl-3-((3-(3,6-dihydro-2H-pyran-4-yl)-2-(2,2,2-trifluoroethoxy)phenyl)amino)-N-hydroxypyrazine